N1-([2,3'-bipyridin]-6'-yl)-N1,N2,N2-trimethylethane-1,2-diamine N1=C(C=CC=C1)C=1C=NC(=CC1)N(CCN(C)C)C